tert-butyl (3-(7-chloro-2,4-dioxo-3,4-dihydroquinazolin-1(2H)-yl)benzyl)carbamate ClC1=CC=C2C(NC(N(C2=C1)C=1C=C(CNC(OC(C)(C)C)=O)C=CC1)=O)=O